SCCSC(CS)CSCCSCC#C 2-((2-mercaptoethyl)thio)-3-((2-(prop-2-yn-1-ylthio)ethyl)thio)-1-propanethiol